FC=1C=C(C=CC1OC1=CC=C(C=C1)OC(F)(F)F)C1=NC=2N(C(NC(C2N1C)=O)=O)CC(C)O 8-(3-fluoro-4-(4-(trifluoromethoxy)phenoxy)phenyl)-3-(2-hydroxypropyl)-7-methyl-3,7-dihydro-1H-purine-2,6-dione